OCC(C)(C1=CC(=CC=C1)OC(F)(F)F)NC1=NC2=C(N1)C=CC=C2CNC(=O)NC 1-((2-((1-hydroxy-2-(3-(trifluoromethoxy)phenyl)propan-2-yl)amino)-1H-benzo[d]imidazol-4-yl)methyl)-3-methyl-urea